COC=1C=C2C=C(N(C2=CC1)C1=NC=CC=C1)C=1C2(C3=CC=CC=C3C1)CCC2 5-Methoxy-1-(pyridin-2-yl)-2-(spiro[cyclobutane-1,1'-inden]-2'-yl)-1H-indole